8-IODO-N-(PYRIMIDIN-5-YLMETHYL)-9-(2-TRIMETHYLSILYLETHOXYMETHYL)PURIN-6-AMINE IC=1N(C2=NC=NC(=C2N1)NCC=1C=NC=NC1)COCC[Si](C)(C)C